C(C)OC(C1=C(N=C(C=C1)C1=C(C(=CC(=C1)Cl)Cl)OCC=1N=NN(C1)CC1CC2(C(NC3=CC=CC=C23)=O)CO1)C)=O Ethyl-6-(3,5-dichloro-2-((1-((2'-oxo-4,5-dihydro-2H-spiro[furan-3,3'-indoline]-5-yl)methyl)-1H-1,2,3-triazol-4-yl)methoxy)phenyl)-2-methylnicotinate